silicon oxide (silicate) [Si]([O-])([O-])([O-])[O-].[Si+4]=O